C(#N)C1=CC(=C(C(=O)NC2=C(C=CC(=C2)C(NC2=C(C=C(C=C2Br)C(C(C(F)(F)F)(F)F)(C(F)(F)F)F)Br)=O)C#N)C=C1)C 4-cyano-N-[2-cyano-5-[[2,6-dibromo-4-[1,2,2,3,3,3-hexafluoro-1-(trifluoro-methyl)propyl]phenyl]carbamoyl]phenyl]-2-methyl-benzamide